borane dicyanamide salt [N-](C#N)C#N.B